FC=1C=C(C=CC1F)C1=NN(C(=C1CC1=CC(=CC=C1)S(N)(=O)=O)O)C=1SC=C(N1)C(=O)OC(C)(C)C tert-butyl 2-(3-(3,4-difluorophenyl)-5-hydroxy-4-(3-sulfamoylbenzyl)-1H-pyrazol-1-yl)thiazole-4-carboxylate